ClC1=CC(=C(C=C1)COC1=CC=CC(=N1)C1=C(C=C(C=C1)CC=1N(C2=C(N1)C=CC(=C2)C(=O)OC)CC2(CC2)CC#N)F)OC methyl 2-[[4-[6-[(4-chloro-2-methoxy-phenyl)methoxy]-2-pyridyl]-3-fluoro-phenyl]methyl]-3-[[1-(cyanomethyl)cyclopropyl]methyl]benzimidazole-5-carboxylate